3,3a,4,5,5a,7,8a,8b-octahydrocyclopenta[g]benzofuran O1CCC2C1C1C(CC2)CCC1